CC1=CC=CC(=N1)C1=C(N=CN1)C=1C=C2C=C(C=NC2=CC1)C1=CC=C(C(=O)OC2CCNCC2)C=C1 4-piperidyl 4-[6-[5-(6-methyl-2-pyridyl)-1H-imidazol-4-yl]-3-quinolyl]benzoate